C(C1=CC=CC=C1)OC(=O)NC1C(CN(CC1)C(=O)OC(C)(C)C)F tert-butyl 4-(((benzyloxy) carbonyl) amino)-3-fluoropiperidine-1-carboxylate